FC(CO)(F)C=1C=C(C=C(C1)F)C(C)=O 1-[3-(1,1-difluoro-2-hydroxyethyl)-5-fluorophenyl]ethan-1-one